N1CC(C1)C1=CC=C(C=C1)N1N=C(C=C1C)C(F)(F)F 1-[4-(Azetidin-3-yl)phenyl]-5-methyl-3-(trifluoromethyl)pyrazole